FC1CN(C1)CC(=O)NC=1N=NN(C1)CCCCN1N=NC(=C1)C(=O)NCC1=CC(=CC=C1)OC(F)(F)F 1-(4-{4-[2-(3-fluoroazetidin-1-yl)acetamido]-1H-1,2,3-triazol-1-yl}butyl)-N-{[3-(trifluoromethoxy)phenyl]methyl}-1H-1,2,3-triazole-4-carboxamide